2-fluoro-5-(meth-ylsulfonyl)aniline FC1=C(N)C=C(C=C1)S(=O)(=O)C